5,11-dihydro-5-phenylindolo[3,2-b]carbazole C1(=CC=CC=C1)N1C2=CC=CC=C2C2=CC=3NC4=CC=CC=C4C3C=C21